C(C)(=O)SC1CC2CCC(C1)N2C(=O)[O-] 3-(acetylthio)-8-azabicyclo[3.2.1]octane-8-carboxylate